OC1=NC(=NC(=C1)O)[S-] 4,6-dihydroxypyrimidine-2-thiolate